C(CCCC=C)C=1C=C(C(=C(C(=O)O)C1)O)O 5-(5-hexenyl)-dihydroxybenzoic acid